5-chloro-2-(4-{[(3R,5R)-5-fluoro-1-methylpiperidin-3-yl]amino}imidazo[1,5-d][1,2,4]triazin-1-yl)phenol ClC=1C=CC(=C(C1)O)C=1C=2N(C(=NN1)N[C@H]1CN(C[C@@H](C1)F)C)C=NC2